FC(CO)(C1=NC=CC=C1)F 2,2-difluoro-2-(pyridin-2-yl)ethan-1-ol